ClCCCOC1=CC(=CC2=C1OCO2)C2(NC(=CC(=C2)NC)C)N 2-[7-(3-Chloropropoxy)-1,3-Benzodioxol-5-yl]-N4,6-dimethyl-pyridine-2,4-diamine